N-Phenylpyridine-2-amine C1(=CC=CC=C1)NC1=NC=CC=C1